FC(C1=NN=C(S1)N1C2=C(C3=CC=C(C=C13)S(=O)(=O)N)C(=NC=N2)N2CCN(CC2)C(C(C)(C)C)=O)F 9-(5-(difluoromethyl)-1,3,4-thiadiazol-2-yl)-4-(4-pivaloylpiperazin-1-yl)-9H-pyrimido[4,5-b]indole-7-sulfonamide